Decyl (tert-butoxycarbonyl)-L-alaninate C(C)(C)(C)OC(=O)N[C@@H](C)C(=O)OCCCCCCCCCC